N[C@@H]1CN(CCC1)C(=O)OC methyl (S)-3-aminopiperidine-1-carboxylate